OC=1C=CC(=NC1)CC(=O)OCC ethyl 2-(5-hydroxypyridin-2-yl)acetate